CC1=CC=2C(C3=CC=CC=C3C(C2C=C1)=C(Br)Br)=C(Br)Br 2-methyl-9,10-bis(dibromomethylene)-9,10-dihydroanthracene